CC1=CC2=C(SC(=C2)C(=O)O)C=C1 5-methylbenzo[b]thiophene-2-carboxylic acid